FC1=C(C=CC(=C1)F)C1=NN2C(N=C(C=C2)C)=C1C(=O)O 2-(2,4-Difluorophenyl)-5-methylpyrazolo[1,5-a]pyrimidine-3-carboxylic acid